(R)-2-(3-((t-Butoxycarbonyl)amino)piperidin-1-yl)acetic acid C(C)(C)(C)OC(=O)N[C@H]1CN(CCC1)CC(=O)O